FC1(CC[C@@H](N(C1)C(=O)C1=NC(=CC=C1C)NC1=NC=CC(=C1)OC(F)(F)F)CNC([O-])=O)F (R)-((5,5-Difluoro-1-(3-methyl-6-((4-(trifluoromethoxy)pyridin-2-yl)amino)pyridine-2-carbonyl)piperidin-2-yl)methyl)carbamate